3,5-dimethylphenyl-phosphine oxide CC=1C=C(C=C(C1)C)[PH2]=O